(S)-4-((S)-2-Amino-3-(1H-indol-3-yl)propanamido)-N1-((S)-1-(((S)-1-amino-6-diazo-1,5-dioxohexan-2-yl)amino)-6-diazo-1,5-dioxohexan-2-yl)pentanediamide N[C@H](C(=O)N[C@@H](CCC(=O)N[C@H](C(=O)N[C@H](C(=O)N)CCC(C=[N+]=[N-])=O)CCC(C=[N+]=[N-])=O)C(=O)N)CC1=CNC2=CC=CC=C12